3-nitro-5-(trifluoromethyl)pyridine-2-carboxylate [N+](=O)([O-])C=1C(=NC=C(C1)C(F)(F)F)C(=O)[O-]